COC1=C(C=C(C=C1)C)[C@@]1([C@@H](C1)C1=CC=C(C=C1)C(F)(F)F)C(=O)NS(=O)(=O)C=1C=2C=CC(=NC2C=CC1)C |r| rac-(1r,2s)-1-(2-methoxy-5-methylphenyl)-N-(2-methylquinoline-5-sulfonyl)-2-[4-(trifluoromethyl)phenyl]cyclopropane-1-carboxamide